N-(4-((3S,5R)-3-amino-5-methylpiperidin-1-yl)pyridin-3-yl)-2,2',6-trifluoro-5'-(pyrrolidine-1-carbonyl)-[1,1'-biphenyl]-3-carboxamide dihydrochloride Cl.Cl.N[C@@H]1CN(C[C@@H](C1)C)C1=C(C=NC=C1)NC(=O)C=1C(=C(C(=CC1)F)C1=C(C=CC(=C1)C(=O)N1CCCC1)F)F